C(O)C(C(=O)O)(CCCCC)CO dimethylolheptanic acid